Cl.O=C1N(C=2C=CC(=C3CCCN1C23)N2CCNCC2)C2C(NC(CC2)=O)=O 3-(2-oxo-7-(piperazin-1-yl)-5,6-dihydro-4H-imidazo[4,5,1-ij]quinolin-1(2H)-yl)piperidine-2,6-dione hydrochloride